N1(CCOCC1)C1=NN2C(C=CC=C2)=C1 (morpholin-4-yl)pyrazolo[1,5-a]pyridin